CN1C(=NC2=C1C=C(C=C2C)C2=CC=C(CCN1CCC(CC1)(O)C)C=C2)C2=CC=C(C=C2)S(=O)(=O)C 1-(4-(1,4-Dimethyl-2-(4-(methylsulfonyl)phenyl)-1H-benzo[d]imidazol-6-yl)phenethyl)-4-methylpiperidin-4-ol